C(#N)C1=C(C=CC(=C1)F)SC=1C=2N(C=C(C1)C=1C=NN(C1C)[C@@H]1CN(CCC1)S(=O)(=O)C)N=CC2C#N (S)-4-((2-cyano-4-fluorophenyl)thio)-6-(5-methyl-1-(1-(methylsulfonyl)piperidin-3-yl)-1H-pyrazol-4-yl)pyrazolo[1,5-a]pyridine-3-carbonitrile